ClC1=C(C=O)C(=C(C(=C1[2H])[2H])[2H])Cl 2,6-Dichlorobenzaldehyde-3,4,5-d3